2-(Pyridin-4-yl)-2-oxo-3,3,5,5-tetramethyl-[1,4,2]-oxazaphosphinane N1=CC=C(C=C1)P1(OCC(NC1(C)C)(C)C)=O